C1CC12CN(CC2)CC2=CC(=NC(=N2)C2CC2)C(=O)OCC ethyl 6-(5-azaspiro[2.4]heptan-5-ylmethyl)-2-cyclopropylpyrimidine-4-carboxylate